NC1=C(C=2C(=NC=C(C2S1)F)C=1C2=C(C=3C=NC(=NC3C1F)N1C[C@@H](CC1)N1CCN(CC1)CCOC)COC2)C#N 2-Amino-7-fluoro-4-(5-fluoro-3-((R)-3-(4-(2-methoxyethyl)piperazin-1-yl)pyrrolidin-1-yl)-7,9-dihydrofuro[3,4-f]quinazolin-6-yl)thieno[3,2-c]pyridine-3-carbonitrile